1-(3-acetyl-2-fluorophenyl)cyclopropane-1-carboxylic acid ethyl ester C(C)OC(=O)C1(CC1)C1=C(C(=CC=C1)C(C)=O)F